O=C1N(CCC(N1)=O)N1C(C2=CC=CC(=C2C1=O)N1CCC(CC1)CN1CCN(CC1)C1=NC=C(C=C1C)C=1C=CC=2C3=C(N(C2C1)C)C=CN=C3)=O 2-(2,4-dioxotetrahydropyrimidin-1(2H)-yl)-4-(4-((4-(3-methyl-5-(5-methyl-5H-pyrido[4,3-b]indol-7-yl)pyridin-2-yl)piperazin-1-yl)methyl)piperidin-1-yl)isoindoline-1,3-dione